methyl 4-[4-nitro-3-(trifluoromethyl) pyrazol-1-yl]benzoate [N+](=O)([O-])C=1C(=NN(C1)C1=CC=C(C(=O)OC)C=C1)C(F)(F)F